4-[5-(1-fluorocyclopropyl)-1,2,4-oxadiazol-3-yl]-4-methylpiperidine hydrochloride Cl.FC1(CC1)C1=NC(=NO1)C1(CCNCC1)C